FC1(C[C@@]12CN1C(OC2)=C(C(=N1)C1=CC=C(C=C1)F)C1=C2C(=NC(=C1)C)NN=C2)F (S)-2,2-Difluoro-2'-(4-fluorophenyl)-3'-(6-methyl-1H-pyrazolo[3,4-b]pyridin-4-yl)-5'H,7'H-spiro[cyclopropane-1,6'-pyrazolo[5,1-b][1,3]oxazine]